2,3,4,9-tetrahydro-1H-pyrido[3,4-b]Indole-3-carboxylic acid C1NC(CC2=C1NC1=CC=CC=C21)C(=O)O